2-methacrylamido-butanesulfonic acid C(C(=C)C)(=O)NC(CS(=O)(=O)O)CC